(2S,5R)-5-(2-chlorophenyl)-1-(4-(tetrahydro-2H-pyran-4-yl)benzoyl)pyrrolidine-2-carboxylic acid ClC1=C(C=CC=C1)[C@H]1CC[C@H](N1C(C1=CC=C(C=C1)C1CCOCC1)=O)C(=O)O